C(C1=CC=CC=C1)OC=1C(=C(C(=CC1)C)C1=NC(=CC2=C1N=CN=C2N(C(OC(C)(C)C)=O)CC2=C(C=C(C=C2)OC)OC)Cl)C tert-Butyl (8-(3-(benzyloxy)-2,6-dimethylphenyl)-6-chloropyrido[3,4-d]pyrimidin-4-yl)(2,4-dimethoxybenzyl)carbamate